C(N1CCN(CC1)C=1C=CC(=C(N)C1)[N+](=O)[O-])([2H])([2H])[2H] 5-(4-(methyl-d3)piperazin-1-yl)-2-nitroaniline